[Si](C)(C)(C(C)(C)C)OCC(C)C=1C(=CN=NC1C(=C)OCC)C#CC(O)C12CCC(CC1)(CC2)C(=O)OC methyl 4-{3-[5-{1-[(tert-butyldimethylsilyl)oxy]propan-2-yl}-6-(1-ethoxyvinyl)pyridazin-4-yl]-1-hydroxyprop-2-yn-1-yl}bicyclo[2.2.2]octane-1-carboxylate